lithium zinc magnesium silver cerium [Ce].[Ag].[Mg].[Zn].[Li]